5-chloro-4-[8-fluoro-4-(3-fluorophenyl)-2-{[(2R,7aS)-2-fluorotetrahydro-1H-pyrrolizin-7a(5H)-yl]methoxy}pyrido[4,3-d]pyrimidin-7-yl]-6-methylnaphthalen-2-ol ClC1=C2C(=CC(=CC2=CC=C1C)O)C1=C(C=2N=C(N=C(C2C=N1)C1=CC(=CC=C1)F)OC[C@]12CCCN2C[C@@H](C1)F)F